N1(CCOCC1)C1=CC=C(C=C1)\C=C\C(=O)C1=C(C=C(C(=C1OC)OC)OC)O 4-(4-morpholinyl)-2'-hydroxy-4',5',6'-trimethoxychalcone